3-(4-aminophenyl)-N-{5-[(2-aminophenyl)amino]-5-oxopentyl}-1H-pyrazole-5-carboxamide NC1=CC=C(C=C1)C1=NNC(=C1)C(=O)NCCCCC(=O)NC1=C(C=CC=C1)N